6,7-dimethyl-4-oxo-N-(5-propyl-1,3,4-thiadiazol-2-yl)-4H-chromene-2-carboxamide CC=1C=C2C(C=C(OC2=CC1C)C(=O)NC=1SC(=NN1)CCC)=O